1-(2-(4-fluorophenyl)-3-(3-fluoropyridin-4-yl)-6,7-dihydropyrazolo[1,5-a]pyrazin-5(4H)-yl)ethan-1-one FC1=CC=C(C=C1)C1=NN2C(CN(CC2)C(C)=O)=C1C1=C(C=NC=C1)F